({{5-[(5-chloro-7-fluoroquinolin-8-yl) methoxy]-2-fluoro-4-methoxyphenyl} carbamoyl} amino) thiophene-2,3-dicarboxylate S1C(=C(C=C1)C(=O)[O-])C(=O)ONC(NC1=C(C=C(C(=C1)OCC=1C(=CC(=C2C=CC=NC12)Cl)F)OC)F)=O